6-ethylmercapto-3-[(1-methyl-1H-1,2,4-triazol-3-yl)methyl]-1-[(2,4,5-trifluorophenyl)methyl]-1,3,5-triazine-2,4(1H,3H)-dione C(C)SC1=NC(N(C(N1CC1=C(C=C(C(=C1)F)F)F)=O)CC1=NN(C=N1)C)=O